(2S)-2-(2-fluoro-4-[7-(quinolin-6-ylmethyl)imidazo[1,2-b][1,2,4]triazin-2-yl]benzoylamino)3,3-dimethylbutanoic acid TFA salt OC(=O)C(F)(F)F.FC1=C(C(=O)N[C@H](C(=O)O)C(C)(C)C)C=CC(=C1)C=1C=NC=2N(N1)C(=CN2)CC=2C=C1C=CC=NC1=CC2